2,4-dimethylpyridine-N-oxide CC1=[N+](C=CC(=C1)C)[O-]